COC=1C=C(C=C(C1)OC)NC1=NC=C(C(=N1)NC1=CC=CC=C1)C(=O)N 2-(3,5-dimethoxyphenylamino)-4-(phenylamino)pyrimidine-5-carboxamide